1-(2-morpholinylethyl)-3-(pyridin-2-yl)-1H-pyrazol-4-amine trihydrochloride Cl.Cl.Cl.N1(CCOCC1)CCN1N=C(C(=C1)N)C1=NC=CC=C1